6-methyl-1H-benzoimidazole CC=1C=CC2=C(NC=N2)C1